C(C)C1=C(C(=C(C(=C1C)C)C)C)C 1-ethyl-2,3,4,5,6-pentamethylbenzene